ClC1=C(C=CC=C1C1=C(C(=NC=C1)C1=CC(=C(C=C1)C=O)OC)Cl)NC(=O)C=1N(C2=C(CN(CC2)CCC2=CC=C(C=C2)F)N1)C N-(2-Chloro-3-(3-chloro-2-(4-formyl-3-methoxyphenyl)pyridin-4-yl)phenyl)-5-(4-fluorophenethyl)-1-methyl-4,5,6,7-tetrahydro-1H-imidazo[4,5-c]pyridine-2-carboxamide